F[C@@H]1CN(CC[C@H]1NC1=NC=C(C(=N1)C1=CC(=C(S1)C)C#N)C(F)(F)F)S(=O)(=O)C=1N=CN(C1)C 5-(2-(((3R,4R)-3-fluoro-1-((1-methyl-1H-imidazol-4-yl)sulfonyl)piperidin-4-yl)amino)-5-(trifluoromethyl)pyrimidin-4-yl)-2-methylthiophene-3-carbonitrile